3-AMINOPYRAZOLO[1,5-A]PYRIDIN NC=1C=NN2C1C=CC=C2